copper-nickel chloride [Ni](Cl)Cl.[Cu]